ClC1=NC=CC(=C1)C(=CC(=O)N1CCOCC1)C1=CC=C(C=C1)C(C)(C)C 3-(2-chloro-4-pyridinyl)-3-[4-(1,1-dimethylethyl)phenyl]-1-(4-morpholinyl)-2-propen-1-one